NC1=NC(=C(C(=N1)CCC(=O)O)CC1=C(C=CC(=C1)C(C)(C)C#N)OC)Cl 3-(2-amino-6-chloro-5-(5-(2-cyanoprop-2-yl)-2-methoxybenzyl)pyrimidin-4-yl)propanoic acid